2-((1r,4r)-4-((5-amino-1-(phenylsulfonyl)-1H-pyrrolo[2,3-b]pyridin-4-yl)amino)cyclohexyl)acetonitrile NC=1C(=C2C(=NC1)N(C=C2)S(=O)(=O)C2=CC=CC=C2)NC2CCC(CC2)CC#N